2,4,6-Tris(4-[(trimethylsilyl)ethynyl]phenyl)-1,3,5-triazin C[Si](C)(C)C#CC1=CC=C(C=C1)C1=NC(=NC(=N1)C1=CC=C(C=C1)C#C[Si](C)(C)C)C1=CC=C(C=C1)C#C[Si](C)(C)C